C1(CC1)N1C=NC(=C1)C1=CN(C2=NC=C(C=C21)S(=O)(=O)NC)C2=CC=C(C=C2)C(F)(F)F 3-(1-cyclopropyl-1H-imidazol-4-yl)-N-methyl-1-(4-(trifluoromethyl)phenyl)-1H-pyrrolo[2,3-b]pyridine-5-sulfonamide